methyl 2-(4-(1-methyl-6-oxo-4-phenyl-1,6-dihydropyridin-3-yl)-1H-pyrazol-1-yl)acetate CN1C=C(C(=CC1=O)C1=CC=CC=C1)C=1C=NN(C1)CC(=O)OC